O=C(C(=O)OCC([C@H](C[C@H]1C(NCC1)=O)NC([C@@H](NC(=O)C=1NC2=C(C=CC=C2C1)F)CC1CC1)=O)=O)C1=CC=CC=C1 (3S)-3-{[3-cyclopropyl-N-(7-fluoro-1H-indole-2-carbonyl)-L-alanyl]amino}-2-oxo-4-[(3S)-2-oxopyrrolidin-3-yl]butyl oxo(phenyl)acetate